(R)-6-((benzo[d]thiazol-7-yl(1-cyclopropyl-1H-1,2,3-triazol-4-yl)methyl)amino)-4-(neopentylamino)quinoline-3,8-dicarbonitrile S1C=NC2=C1C(=CC=C2)[C@H](C=2N=NN(C2)C2CC2)NC=2C=C1C(=C(C=NC1=C(C2)C#N)C#N)NCC(C)(C)C